ClC1=CC2=C(N(C(N=C2N2[C@H](CN(CC2)C(C=C)=O)C)=O)C2=C(C=CC=C2CC)CC)N=C1N1CC(CCC1)CO 6-chloro-1-(2,6-diethylphenyl)-7-(3-(hydroxymethyl)-1-piperidinyl)-4-((2S)-2-methyl-4-(2-propenoyl)-1-piperazinyl)pyrido[2,3-d]pyrimidin-2(1H)-one